(7R,14R)-1-ethynyl-11-(3-fluoro-4-(S-methylsulfonimidoyl)phenyl)-6-(methyl-d3)-6,7-dihydro-7,14-methanobenzo[f]benzo[4,5]imidazo[1,2-a][1,4]diazocin-5(14H)-one C(#C)C1=CC=CC=2C(N([C@H]3C=4N([C@@H](C21)C3)C3=C(N4)C=CC(=C3)C3=CC(=C(C=C3)S(=O)(=N)C)F)C([2H])([2H])[2H])=O